ClC=1N=C(C2=C(N1)SC(=C2)CO)NC=2N=CN(C2)C2=CC(=C(C(=C2)OC)OC)OC (2-chloro-4-(1-(3,4,5-trimethoxyphenyl)-1H-imidazol-4-ylamino)thieno[2,3-d]pyrimidin-6-yl)methanol